tert-Butyl 3-(3-{[4-amino-3-(difluoromethyl)-1H-pyrazolo[3,4-d]pyrimidin-1-yl]ethyl}-5-cyano-2-methoxy-6-methylphenyl)azetidine-1-carboxylate NC1=C2C(=NC=N1)N(N=C2C(F)F)CCC=2C(=C(C(=C(C2)C#N)C)C2CN(C2)C(=O)OC(C)(C)C)OC